4-({1-[7-chloro-8-fluoro-2-(methylsulfanyl)pyrido[4,3-d]pyrimidin-5-yl]azetidin-2-yl}methyl)pyridine ClC1=C(C=2N=C(N=CC2C(=N1)N1C(CC1)CC1=CC=NC=C1)SC)F